CN1OC(C2C1C(CC(C2)(C2=C(C=C(C(=C2)C)C)C)C)C)(C)C 1,3,3,5,7-pentamethyl-5-(2,4,5-trimethylphenyl)octahydrobenzo[c]isoxazole